C(C1=CC=CC=C1)SC1=CC=C2C=NC(=NC2=C1)Cl 7-(benzylthio)-2-chloroquinazoline